4-(4-{4-[3-(1,3-dioxolan-2-yl)propoxy]-2,6-difluorophenyl}piperidin-1-yl)-2-(trifluoromethyl)benzonitrile O1C(OCC1)CCCOC1=CC(=C(C(=C1)F)C1CCN(CC1)C1=CC(=C(C#N)C=C1)C(F)(F)F)F